COC1=CC(=CC(=C1O)C2=C(C(=CC(=C2)C=O)OC)O)C=O Dehydrodivanillin